C(C1=CC=CC=C1)N(SSN(CC1=CC=CC=C1)CC1=CC=CC=C1)CC1=CC=CC=C1 dithiobis(dibenzylamine)